6-(benzyloxy)-N-((2-chlorophenyl)sulfonyl)-4-oxo-4H-chromene-2-carboxamide C(C1=CC=CC=C1)OC=1C=C2C(C=C(OC2=CC1)C(=O)NS(=O)(=O)C1=C(C=CC=C1)Cl)=O